Ethyl 4-(6-methyl-1-(tetrahydro-2H-pyran-2-yl)-4-(4,4,5,5-tetramethyl-1,3,2-dioxaborolan-2-yl)-1H-indazol-5-yl)butanoate CC1=C(C(=C2C=NN(C2=C1)C1OCCCC1)B1OC(C(O1)(C)C)(C)C)CCCC(=O)OCC